FC=1C(=C(C=C(C1)C(C)C)[C@@H](C(=O)O)N1C[C@@H](CC1)N(CCCC[C@H]1NC2=NC=CC=C2CC1)C)OC (S)-2-(3-fluoro-5-isopropyl-2-methoxyphenyl)-2-((R)-3-(methyl(4-((R)-1,2,3,4-tetrahydro-1,8-naphthyridin-2-yl)butyl)amino)pyrrolidin-1-yl)acetic acid